3'H-spiro[piperidine-4,2'-pyrrolizin] C1C2(CN3C=CC=C13)CCNCC2